1-benzyl-1-(2-((2,6-dimethylbenzoyl)oxy)ethyl)azepan-1-ium bromide [Br-].C(C1=CC=CC=C1)[N+]1(CCCCCC1)CCOC(C1=C(C=CC=C1C)C)=O